6-fluoro-3,3,9-trimethyl-4,5-dihydro-1H-pyrido[4,3-b]indol FC1=CC=C(C=2C3=C(NC12)CC(NC3)(C)C)C